N'-[4-(1H-indol-3-yl)pyrimidin-2-yl]-4-methoxy-6-(4-methylpiperidin-1-yl)benzene-1,3-diamine N1C=C(C2=CC=CC=C12)C1=NC(=NC=C1)NC=1C=C(C(=CC1OC)N1CCC(CC1)C)N